(4-(tert-butyl)phenyl)-1-phenylprop-2-yn-1-ol C(C)(C)(C)C1=CC=C(C=C1)C(C#C)(O)C1=CC=CC=C1